C(C1=CC=CC=C1)OC=1C=CC2=C(C(=C(S2)C(F)F)C(=O)NC2CN(CC2(F)F)C)C1 5-(benzyloxy)-N-(4,4-difluoro-1-methylpyrrolidin-3-yl)-2-(difluoromethyl)-1-benzothiophene-3-carboxamide